C1(CC1)C=1SC(=CN1)C(=O)N 2-cyclopropyl-1,3-thiazol-5-amide